4-(1,3-dioxoisoindolin-2-yl)-2-(undecylcarbamoyl)butyric acid O=C1N(C(C2=CC=CC=C12)=O)CCC(C(=O)O)C(NCCCCCCCCCCC)=O